2,5-bis(2-(2-methoxyethoxy)ethoxy)terephthalaldehyde COCCOCCOC1=C(C=O)C=C(C(=C1)C=O)OCCOCCOC